Gamma-glycidoxypropyl-tributoxysilane C(C1CO1)OCCC[Si](OCCCC)(OCCCC)OCCCC